CC1(CC(CC(C1)C)C(C(=O)O)=C)C.C(C=C)(=O)OCCCCCC Hexyl acrylate (3,3,5-trimethyl cyclohexyl acrylate)